(S)-4-(3-(2-Cyclohexylethyl)-3-(dimethylamino)piperidin-1-yl)-N-(2,4-dimethoxybenzyl)-2,6-difluoro-N-(pyrimidin-4-yl)benzenesulfonamide C1(CCCCC1)CC[C@]1(CN(CCC1)C1=CC(=C(C(=C1)F)S(=O)(=O)N(C1=NC=NC=C1)CC1=C(C=C(C=C1)OC)OC)F)N(C)C